C(CCC)N([C@@H](C)C(=O)O)C(=O)OC(C)(C)C.FC(S(=O)(=O)[Co](C=N)S(=O)(=O)C(F)(F)F)(F)F bis(trifluoromethylsulfonyl)formiminocobalt butyl-(tert-butoxycarbonyl)-L-alaninate